NC1=NC(=C(C(=C1C#N)C1=CC=C(C=C1)N1CC(C1)OC)C#N)SCC=1C=NC=CC1 2-amino-4-(4-(3-methoxyazetidin-1-yl)phenyl)-6-((pyridin-3-ylmethyl)thio)pyridine-3,5-dicarbonitrile